(2R)-N-(2-{1-[(4-hydroxyphenyl)methyl]piperidin-4-yl}ethyl)-2-methyl-4-(3,4,5-trifluorophenyl)piperazine-1-carboxamide OC1=CC=C(C=C1)CN1CCC(CC1)CCNC(=O)N1[C@@H](CN(CC1)C1=CC(=C(C(=C1)F)F)F)C